4-fluoro-N-phenyl-N-(2-(4-(thiophen-2-ylmethyl)piperazin-1-yl)ethyl)benzamide calcium [Ca].FC1=CC=C(C(=O)N(CCN2CCN(CC2)CC=2SC=CC2)C2=CC=CC=C2)C=C1